CCCC1C=CC=CC=1 n-Propylbenzene